(R)-3-((5-acetyl-1-(6-aminohexan-2-yl)-7-(dimethylcarbamoyl)-1H-benzo[d]imidazol-2-yl)carbamoyl)benzoic acid C(C)(=O)C1=CC2=C(N(C(=N2)NC(=O)C=2C=C(C(=O)O)C=CC2)[C@H](C)CCCCN)C(=C1)C(N(C)C)=O